3-(5-(trifluoromethyl)pyrazin-2-yl)-3,8-diazabicyclo[3.2.1]octane-8-carboxylic acid tert-butyl ester C(C)(C)(C)OC(=O)N1C2CN(CC1CC2)C2=NC=C(N=C2)C(F)(F)F